8-chloro-N-(2,6-dimethyl-4-phenoxyphenyl)quinolin-2-amine ClC=1C=CC=C2C=CC(=NC12)NC1=C(C=C(C=C1C)OC1=CC=CC=C1)C